tert-butyl (cyclobutylmethyl)((3R)-1-(2-oxo-1-(1-(4-(5-(2,2,2-trifluoroethoxy)pyridin-3-yl)-1H-1,2,3-triazol-1-yl)ethyl)-1,2-dihydropyridin-4-yl)piperidin-3-yl)carbamate C1(CCC1)CN(C(OC(C)(C)C)=O)[C@H]1CN(CCC1)C1=CC(N(C=C1)C(C)N1N=NC(=C1)C=1C=NC=C(C1)OCC(F)(F)F)=O